diethylene glycol bis[beta-(3-t-butyl-4-hydroxy-5-methylphenyl) propionate] C(C)(C)(C)C=1C=C(C=C(C1O)C)CCC(=O)OCCOCCOC(CCC1=CC(=C(C(=C1)C)O)C(C)(C)C)=O